C(C)C=1C(=NC(=NC1)Cl)OC1=CC(=CC=C1)F Ethyl-2-chloro-4-(3-fluoro-phenoxy)-pyrimidine